trimethylsilyl-oxazolidine disodium [Na].[Na].C[Si](C)(C)C1OCCN1